CC1=NN(C(=C1CCC(=O)N1CCC(CC1)CC1=NC=CC=C1)C)C=1C=CC=2N(N1)C(=NN2)C 3-(3,5-dimethyl-1-(3-methyl-[1,2,4]triazolo[4,3-b]pyridazin-6-yl)-1H-pyrazol-4-yl)-1-(4-((pyridin-2-yl)methyl)piperidin-1-yl)propan-1-one